4-thio-pseudouridine [C@@H]1([C@H](O)[C@H](O)[C@@H](CO)O1)C1=CNC(=O)NC1=S